1-(1-((2R,4S,5R)-4-((tert-butyldimethylsilyl)oxy)-5-(((tert-butyldimethylsilyl)oxy)methyl)tetrahydrofuran-2-yl)-2-oxo-1,2-dihydropyrimidin-4-yl)-3-(naphthalen-2-yl)urea [Si](C)(C)(C(C)(C)C)O[C@H]1C[C@@H](O[C@@H]1CO[Si](C)(C)C(C)(C)C)N1C(N=C(C=C1)NC(=O)NC1=CC2=CC=CC=C2C=C1)=O